2,3-dihydro-benzofuran-5-carboxylic acid [2-(3-morpholin-4-yl-azetidin-1-yl)-benzooxazol-5-yl]-amide N1(CCOCC1)C1CN(C1)C=1OC2=C(N1)C=C(C=C2)NC(=O)C=2C=CC1=C(CCO1)C2